C1(=CC=C(C=C1)S\N=C\C1=C(C=CC2=CC=CC=C12)O)C (E)-1-(((p-Tolylthio)imino)methyl)naphthalen-2-ol